(R)-ethyl 2-(2-((5-(1-aminoisoquinolin-5-yl)-1'-propyl-2,3-dihydrospiro[indene-1,4'-piperidin]-3-yl)oxy)phenyl)acetate NC1=NC=CC2=C(C=CC=C12)C=1C=C2[C@@H](CC3(CCN(CC3)CCC)C2=CC1)OC1=C(C=CC=C1)CC(=O)OCC